2-morpholino-4-oxo-pyrido[1,2-a]Pyrimidine-7-carboxylic acid O1CCN(CC1)C=1N=C2N(C(C1)=O)C=C(C=C2)C(=O)O